N-(3-chloro-2-methylphenyl)-2-ethyl-6-({[2-(trifluoromethyl)phenyl]carbonyl}amino)-1H-benzoimidazole-4-carboxamide ClC=1C(=C(C=CC1)NC(=O)C1=CC(=CC=2NC(=NC21)CC)NC(=O)C2=C(C=CC=C2)C(F)(F)F)C